2-(((2-(methylsulfonyl)ethyl)amino)methylene)-5-phenylcyclohexane-1,3-dione CS(=O)(=O)CCNC=C1C(CC(CC1=O)C1=CC=CC=C1)=O